FC(C=1C(=C(C=CC1)[C@@H](C)NC1=NN(C(C=2C1=CN(C(C2)=O)[C@H]2COCCC2)=O)C)F)F 4-(((R)-1-(3-(difluoromethyl)-2-fluorophenyl)ethyl)amino)-2-methyl-6-((R)-tetrahydro-2H-pyran-3-yl)-2,6-dihydropyrido[3,4-d]pyridazine-1,7-dione